1-(2-aminoethyl)-N-(5-fluoro-6-(thiophene-2-sulfonamido)benzo[d]thiazol-2-yl)piperidine-4-carboxamide hydrochloride Cl.NCCN1CCC(CC1)C(=O)NC=1SC2=C(N1)C=C(C(=C2)NS(=O)(=O)C=2SC=CC2)F